NC(CNC1=NC(=C2C(=N1)N(N=C2)C)NCC2=CC(=C(C=C2)C)Cl)C 6-N-(2-aminopropyl)-4-N-[(3-chloro-4-methylphenyl)methyl]-1-methylpyrazolo[3,4-d]pyrimidine-4,6-diamine